C[C@H]1[C@@H](C2=CC(=CC=C2C1)C)N (1S,2R)-2,6-dimethyl-1-aminoindan